(7S,14S,18S)-7-amino-1-(3-(2,5-dioxo-2,5-dihydro-1H-pyrrol-1-yl)phenyl)-1,8,16-trioxo-2,9,15,17-tetraazaicosane-14,18,20-tricarboxylic acid N[C@@H](CCCCNC(=O)C1=CC(=CC=C1)N1C(C=CC1=O)=O)C(NCCCC[C@H](NC(N[C@@H](CCC(=O)O)C(=O)O)=O)C(=O)O)=O